N1=CC=CC(=C1)C(=O)C1NCCC2=C1SC(=N2)NC(=O)[C@@H]2CN(CC2)C(=O)OC(C)(C)C tert-butyl (S)-3-((5-picolinoyl-4,5,6,7-tetrahydrothiazolo[5,4-c]pyridin-2-yl)carbamoyl)pyrrolidine-1-carboxylate